((4-((5-(DIOCTYLAMINO)-5-OXOPENTYL)(METHYL)AMINO)BUTYL)AZANEDIYL)BIS(HEXANE-6,1-DIYL) BIS(2-HEXYLDECANOATE) C(CCCCC)C(C(=O)OCCCCCCN(CCCCCCOC(C(CCCCCCCC)CCCCCC)=O)CCCCN(C)CCCCC(=O)N(CCCCCCCC)CCCCCCCC)CCCCCCCC